C(C1=CC=CC=C1)OCC(C(=O)O)(CC1=CC(=CC=C1)Br)[C@@H]1CN(CC1)C(=O)OC(C)(C)C 2-(Benzyloxymethyl)-3-(3-bromophenyl)-2-[(3R)-1-tert-butoxycarbonylpyrrolidin-3-yl]propanoic acid